(5-(1-cyclopropyl-4-(pyrrolidin-1-ylmethyl)-1H-pyrrolo[2,3-B]pyridin-6-yl)-1-oxoisoindolin-2-yl)piperidine-2,6-dione C1(CC1)N1C=CC=2C1=NC(=CC2CN2CCCC2)C=2C=C1CN(C(C1=CC2)=O)N2C(CCCC2=O)=O